(1R,2R)-2-((S)-5H-imidazo[5,1-a]isoindol-5-yl)-6-(methylsulfonyl)-1,2,3,4-tetrahydronaphthalen-1-ol C=1N=CN2C1C1=CC=CC=C1[C@@H]2[C@@H]2[C@H](C1=CC=C(C=C1CC2)S(=O)(=O)C)O